C(C1=CC=CC=C1)OCC 2-benzyloxyethane